FC=1C=C(CN2CC(CC2=O)C(=O)N)C=CC1NC=1C=NC(=NC1)N1CCC(CC1)C(F)(F)F (3-fluoro-4-((2-(4-(trifluoromethyl)piperidin-1-yl)pyrimidin-5-yl)amino)benzyl)-5-oxopyrrolidine-3-carboxamide